C(C)(C)(C)OC(=O)N1C[C@@H]2COC3=C(CN2CC1)C=C(C(=C3F)Br)F (12AR)-9-bromo-8,10-difluoro-3,4,12,12a-tetrahydro-6H-pyrazino[2,1-c][1,4]benzooxazepin-2(1H)-carboxylic acid tert-butyl ester